(S)-N-(1-cyclopropyl-4-(3-((methylamino)methyl)piperidin-1-yl)-1H-indazol-5-yl)-2-(pyridazin-4-yl)thiazole-4-carboxamide C1(CC1)N1N=CC2=C(C(=CC=C12)NC(=O)C=1N=C(SC1)C1=CN=NC=C1)N1C[C@@H](CCC1)CNC